tetrahydroxybiphenyl C1=CC=C(C=C1)C2=CC(=C(C(=C2O)O)O)O